1,3-difluorocyclohexane FC1CC(CCC1)F